[Na+].C([C@@H](C(=O)[O-])N)SSC[C@@H](C(=O)[O-])N.[Na+] cystine sodium salt